ethyl-quinoline-4-carboxylic acid C(C)C1=NC2=CC=CC=C2C(=C1)C(=O)O